(S)-2-((R)-3-(1H-pyrrol-3-yl)piperidin-1-yl)-N-(5-chloropyridin-2-yl)propanamide N1C=C(C=C1)[C@@H]1CN(CCC1)[C@H](C(=O)NC1=NC=C(C=C1)Cl)C